C(C)C=1C(=C(C=CC1)NC1=CC=2C3(C4=CC=CC=C4OC2C=C1C)OC(C1=CC=CC=C13)=O)CC 2'-[(diethylphenyl)amino]-3'-methylspiro[isobenzofuran-1(3H),9'-[9H]xanthene]-3-one